2-[7-azaspiro[4.5]decan-10-ylmethyl]-N,N-dimethyl-1-oxo-3H-isoindole-4-carboxylic acid amide C1CCCC12CNCCC2CN2C(C=1C=CC=C(C1C2)C(=O)N(C)C)=O